(2-amino-2-(hydroxyimino)ethyl)phosphonic acid hydrogen n-decyl ester C(CCCCCCCCC)OP(O)(=O)CC(=NO)N